3-(8-fluoro-2-methyl-4-oxo-5,6-dihydro-2H-2,6-methanobenzo[g][1,3,5]oxadiazocin-3(4H)-yl)benzoic acid FC=1C=CC2=C(C3NC(N(C(O2)(C3)C)C=3C=C(C(=O)O)C=CC3)=O)C1